(2R,3S,4S)-2-[(4-chlorophenyl)methyl]-4-hydroxypyrrolidin-3-yl N-({4-[(trifluoromethyl)sulfanyl]phenyl}methyl)carbamate FC(F)(F)SC1=CC=C(C=C1)CNC(O[C@H]1[C@H](NC[C@@H]1O)CC1=CC=C(C=C1)Cl)=O